CN1CCN(CC1)C=1C=C(C=C(C1)C(F)(F)F)NC(OC1=CC=CC=C1)=O phenyl (3-(4-methylpiperazin-1-yl)-5-(trifluoromethyl)phenyl)carbamate